N-(((2R,4S)-1-benzyl-4-cyanopyrrolidin-2-yl)methyl)-6-(4-fluorophenyl)-1H-indole-2-carboxamide C(C1=CC=CC=C1)N1[C@H](C[C@@H](C1)C#N)CNC(=O)C=1NC2=CC(=CC=C2C1)C1=CC=C(C=C1)F